C1=C(C=CC2=CC=CC=C12)C(=O)C12C(=C(C(C1)C2)C2=CC=CC=C2)N(S(=O)(=O)C)C N-(1-(2-naphthoyl)-3-phenylbicyclo[2.1.1]hex-2-en-2-yl)-N-METHYLMETHANESULFONAMIDE